2-Chloro-N-[1-(4-chlorophenyl)-1H-indazol-4-yl]-5-{[(cyclopentylcarbonyl)amino]methyl}benzamide ClC1=C(C(=O)NC2=C3C=NN(C3=CC=C2)C2=CC=C(C=C2)Cl)C=C(C=C1)CNC(=O)C1CCCC1